C[C@@H]1N(C2=CC=CC=C2[C@@H](C1)NC1=CC=C(C=C1)C1=CN=C2N1CCN(C2)C(=O)OC(C)(C)C)C(CC)=O Tert-butyl 3-(4-{[(2S,4R)-2-methyl-1-propionyl-1,2,3,4-tetrahydroquinolin-4-yl] amino} phenyl)-5,6-dihydroimidazo[1,2-a]pyrazine-7(8H)-carboxylate